bis-[1-ethyl (3-oxetanyl)methyl] ether C(C)C(C1COC1)OC(CC)C1COC1